COC=1C=C(C=CC1)NC(=O)NC1=CC(=C(C=C1)OC1=CC=CC=C1)C 1-(3-methoxyphenyl)-3-(3-methyl-4-phenoxyphenyl)urea